4-(4-(((3-(dibenzylamino)oxetan-3-yl)methyl)amino)-6-methyl-5,6,7,8-tetrahydropyrido[4,3-d]pyrimidin-2-yl)-2,3,4,5-tetrahydrobenzo[f][1,4]thiazepine C(C1=CC=CC=C1)N(C1(COC1)CNC=1C2=C(N=C(N1)N1CCSC3=C(C1)C=CC=C3)CCN(C2)C)CC2=CC=CC=C2